methyl 4-[(3S)-3-(tert-butoxycarbonylamino)pyrrolidin-1-yl]-6-fluoro-2-methyl-indazole-7-carboxylate C(C)(C)(C)OC(=O)N[C@@H]1CN(CC1)C=1C2=CN(N=C2C(=C(C1)F)C(=O)OC)C